N-[3-(7-{[(3S,4R)-3-fluoro-1-methylpiperidin-4-yl]amino}-3-(2,2,2-trifluoroethyl)pyrazolo[1,5-a]pyridin-2-yl)prop-2-yn-1-yl]-4-isopropylbenzamide F[C@H]1CN(CC[C@H]1NC1=CC=CC=2N1N=C(C2CC(F)(F)F)C#CCNC(C2=CC=C(C=C2)C(C)C)=O)C